(R)-4-(2-oxooxazolidin-3-yl)-3-(4-methylphenyl)-N-((R)-1-(5-methylpyrazin-2-yl)ethyl)-4,5-dihydro-1H-pyrazol-1-carboxamide O=C1OCCN1[C@H]1C(=NN(C1)C(=O)N[C@H](C)C1=NC=C(N=C1)C)C1=CC=C(C=C1)C